C(C=CCC)(=O)N.C(C=CCC)(=O)N di-2-pentenoic acid amide